N-allyl-N-[[4-[5-(trifluoromethyl)-1,2,4-oxadiazol-3-yl]phenyl]methyl]acetamide (E)-Ethyl-2-((3-(2-(thiophen-2-yl)vinyl)-1H-pyrazol-1-yl)methoxy)acetate C(C)OC(COCN1N=C(C=C1)\C=C\C=1SC=CC1)=O.C(C=C)N(C(C)=O)CC1=CC=C(C=C1)C1=NOC(=N1)C(F)(F)F